OC1=C(C=C(C(=O)C=C)C=C1)S(=O)(=O)[O-] (E)-2-(4-hydroxy-3-sulfonatobenzoyl)-1-ethen